5-chloro-4-(1H-indol-3-yl)-N-(3-nitrophenyl)pyrimidin-2-amine ClC=1C(=NC(=NC1)NC1=CC(=CC=C1)[N+](=O)[O-])C1=CNC2=CC=CC=C12